6-amino-N-{2-[3-(ethylamino)-4-methoxypyrrolidin-1-yl]-5,6,7,8-tetrahydroquinolin-6-yl}-2-methylthieno[2,3-d][1,3]thiazole-5-carboxamide NC1=C(SC=2N=C(SC21)C)C(=O)NC2CC=1C=CC(=NC1CC2)N2CC(C(C2)OC)NCC